N1=C(C=CC=C1)C1=NC(=CC(=C1)C(=O)O)C1=NC=CC=C1 2,2':6',2''-terpyridine-4'-formic acid